tripropyl-chloroacetic acid C(CC)OC(C(Cl)(CCC)CCC)=O